(((4-((S)-2-((S)-2-(3-(2,5-dioxo-2,5-dihydro-1H-pyrrol-1-yl)propanamido)-3-methylbutanamido)propanamido)benzyl)oxy)carbonyl)-D-alanine O=C1N(C(C=C1)=O)CCC(=O)N[C@H](C(=O)N[C@H](C(=O)NC1=CC=C(COC(=O)N[C@H](C)C(=O)O)C=C1)C)C(C)C